ClC1=CC(=C(C(=O)N2C[C@H](N(CC2)C=2C=CC(=NC2C(=O)O)C=2C(=NC=CC2)OCC)CC)C=C1)C(F)(F)F 5-[(2R)-4-[4-chloro-2-(trifluoromethyl)benzoyl]-2-ethylpiperazin-1-yl]-2'-ethoxy-[2,3'-bipyridine]-6-carboxylic acid